O=C1CC[C@H](N1)COC1=NC=CC2=CC(=C(C=C12)OC(C)C)C#N 1-{[(2S)-5-oxopyrrolidin-2-yl]methoxy}-7-(prop-2-yloxy)isoquinoline-6-carbonitrile